O=C1N(C2=CC=C(C=C2N=C1)NC(OC1CCCC1)=O)[C@@H](C)C1=CC(=CC=C1)OC(F)(F)F cyclopentyl N-{2-oxo-1-[(1S)-1-[3-(trifluoromethoxy)phenyl]ethyl]quinoxalin-6-yl}carbamate